tert-butyl 2-(4-(4-methoxybenzyl)-5-oxo-6-(trifluoromethyl)-4,5-dihydropyrazin-2-yl)pyrrolidine-1-carboxylate COC1=CC=C(CN2C=C(N=C(C2=O)C(F)(F)F)C2N(CCC2)C(=O)OC(C)(C)C)C=C1